CC1=CC=C(C=C1)NC(=O)C The molecule is a member of the class of toluenes that is 4-aminotoluene in which one of the hydrogens attached to the amino group has been replaced by an acetyl group. It is a member of toluenes and a member of acetamides. It derives from a p-toluidine.